6-(trifluoromethyl)pyrimidine-2-carboxylic acid FC(C1=CC=NC(=N1)C(=O)O)(F)F